benzyl 1-hydroxycyclohexane-1-carboxylate OC1(CCCCC1)C(=O)OCC1=CC=CC=C1